2,4-difluorophenyl-thiourea FC1=C(C=CC(=C1)F)NC(=S)N